CC1=C(C(=CC=C1)C)C1=NC(=NC(=C1)OC=1C=NC(=CC1)OCCC(C)C)NS(=O)(=O)C=1C=NN(C1)C N-[4-(2,6-dimethylphenyl)-6-[(6-isopentyloxy-3-pyridyl)oxy]pyrimidin-2-yl]-1-methyl-pyrazole-4-sulfonamide